9-(4-((1-(3,3-difluoropropyl)azetidin-3-ylidene)methyl)phenyl)-8-(3-methyl-2-(trifluoromethyl)phenyl)-6,7-dihydro-5H-benzo[7]annulene-3-carboxylic acid FC(CCN1CC(C1)=CC1=CC=C(C=C1)C1=C(CCCC2=C1C=CC(=C2)C(=O)O)C2=C(C(=CC=C2)C)C(F)(F)F)F